4-(azetidin-1-ylcarbonyl)bicyclo[2.2.2]octane-1-carbaldehyde N1(CCC1)C(=O)C12CCC(CC1)(CC2)C=O